FC=1C=C(C(=O)NC2=C3C(N(C=NC3=CC=C2)CCC2=C(C=CC=C2)OC)=O)C=CC1O 3-fluoro-4-hydroxy-N-{3-[2-(2-methoxyphenyl)ethyl]-4-oxo-3,4-dihydro-quinazolin-5-yl}benzamide